N-(4-(5-amino-6-((1-(1-methylpiperidin-4-yl)-1H-pyrazol-4-yl)oxy)pyrazin-2-yl)-2,6-dimethylbenzyl)cyclopropanesulfonamide NC=1N=CC(=NC1OC=1C=NN(C1)C1CCN(CC1)C)C1=CC(=C(CNS(=O)(=O)C2CC2)C(=C1)C)C